curene CCNC(=O)N